(S)-5-chloro-4-((1-(2-chlorophenyl)propyl)amino)-2-fluoro-N-(thiazol-4-yl)benzenesulfonamide ClC=1C(=CC(=C(C1)S(=O)(=O)NC=1N=CSC1)F)N[C@@H](CC)C1=C(C=CC=C1)Cl